C(C)(C)C=1C(=CC(=NC1)C)SC=1C(=NC(=NC1)N)N 5-((5-isopropyl-2-methylpyridin-4-yl)thio)pyrimidine-2,4-diamine